[Na].OC=1C=C2OC3=CC(C=CC3=[N+](C2=CC1)[O-])=O 7-hydroxy-3H-phenoxazin-3-one-10-oxide sodium salt